C(C)(C)(C)OC(=O)N1C(CC=CC1)C=1C(=C2CN(C(C2=CC1)=O)C1C(NC(CC1)=O)=O)F [2-(2,6-dioxo-3-piperidinyl)-4-fluoro-1-oxo-isoindolin-5-yl]-3,6-dihydro-2H-pyridine-1-carboxylic acid tert-butyl ester